6-(3,4-dihydroxyphenyl)-2,3-naphthalenediol OC=1C=C(C=CC1O)C=1C=C2C=C(C(=CC2=CC1)O)O